3-(1,1-difluoro-2-methylpropyl)bicyclo[1.1.1]Pentane-1-amine hydrochloride Cl.FC(C(C)C)(F)C12CC(C1)(C2)N